C(C1=CC=CC=C1)OC=1C(C=C2CC[C@@]34CC=C[C@@H](N(C(C1N32)=O)C4)C)=O (1S,11S)-7-benzyloxy-11-methyl-10,15-diazatetracyclo[6.6.1.11,10.04,15]hexadeca-4,7,12-triene-6,9-dione